C(C)(C)[C@H]1CC[C@H](CC1)C1N(C(C2(CCNCC2)C2=CC=CC=C12)=O)CCNC(=S)N 1-(2-(1-(cis-4-isopropylcyclohexyl)-3-oxo-1H-spiro[isoquinoline-4,4-piperidin]-2(3H)-yl)ethyl)thiourea